C(#N)COC(=O)N1CCN(CC1)C=1C2=C(N=C(N1)OC[C@H]1CN(CCO1)C)CN(CC2)C2=CC=CC1=CC=CC=C21 cyanomethyl-4-(2-(((R)-4-methylmorpholin-2-yl)methoxy)-7-(naphthalen-1-yl)-5,6,7,8-tetrahydropyrido[3,4-d]pyrimidin-4-yl)piperazine-1-carboxylate